FC=1C=C2CCC(C2=CC1)N 5-fluoroindan-1-amine